arginine aspartate N[C@@H](CC(=O)O)C(=O)O.N[C@@H](CCCNC(N)=N)C(=O)O